(4-(6,7-dimethoxy-4-oxo-3,4-dihydro-phthalazin-1-yl)-2-(trifluoromethyl)benzyl)-N-methylsulfonamide hydrochloride Cl.COC=1C=C2C(NN=C(C2=CC1OC)C1=CC(=C(CS(=O)(=O)NC)C=C1)C(F)(F)F)=O